5-[2-(3,4-dichlorophenoxy)acetamido]-2-{5-[(1s,3s)-3-(trifluoromethoxy)cyclobutyl]-1,3,4-oxadiazol-2-yl}piperidine-1-carboxylic acid tert-butyl ester C(C)(C)(C)OC(=O)N1C(CCC(C1)NC(COC1=CC(=C(C=C1)Cl)Cl)=O)C=1OC(=NN1)C1CC(C1)OC(F)(F)F